(1'R,2'R)-5'-methyl-4-(3-methylpentyl)-2'-(prop-1-en-2-yl)-1',2',3',4'-tetrahydro-[1,1'-biphenyl]-2,6-diol CC=1CC[C@H]([C@@H](C1)C=1C(=CC(=CC1O)CCC(CC)C)O)C(=C)C